(cyclohex-1-en-1-yloxy)benzene C1(=CCCCC1)OC1=CC=CC=C1